2-methanesulfonyl-8-[(1-methylpyrazol-3-yl)methyl]-5-[2-(triisopropylsilyl)ethynyl]pyrido[2,3-d]pyrimidin-7-one CS(=O)(=O)C=1N=CC2=C(N1)N(C(C=C2C#C[Si](C(C)C)(C(C)C)C(C)C)=O)CC2=NN(C=C2)C